N-(3-glycyl-2-methoxy-5-phenoxyphenyl)methanesulfonamide NCC(=O)C=1C(=C(C=C(C1)OC1=CC=CC=C1)NS(=O)(=O)C)OC